tert-butyl (3S)-3-{[6-methyl-5-(1-methyl-1H-imidazol-4-yl)pyridin-2-yl]amino}pyrrolidine-1-carboxylate CC1=C(C=CC(=N1)N[C@@H]1CN(CC1)C(=O)OC(C)(C)C)C=1N=CN(C1)C